P(OC1OP(OCC12COP(OC2)CCCCCCCCCCCCCCCCCC)CCCCCCCCCCCCCCCCCC)([O-])[O-] 3,9-bis(octadecyl)-2,4,8,10-tetraoxa-3,9-diphosphaspiro[5.5]undecyl phosphite